ClC1=CC=C(C=N1)C=1C(=C(C(=O)OC)C=CC1F)OC methyl 3-(6-chloropyridin-3-yl)-4-fluoro-2-methoxybenzoate